C(C1=CC=CC=C1)N1N=C(C2=C(C=CC=C12)NS(=O)(=O)C=1C=NNC1)C N-(1-benzyl-3-methylindazol-4-yl)-1H-pyrazole-4-sulfonamide